FP1(=NP(=NP(=N1)(F)F)(F)F)F hexafluorocyclotriphosphazene